FC1=C(C=CC(=C1)C(F)(F)F)COC1CN(C1)C(=O)C1=CC(=CC=C1)C1=CC=NN1 [3-[[2-fluoro-4-(trifluoromethyl)phenyl]methoxy]azetidin-1-yl]-[3-(1H-pyrazol-5-yl)phenyl]methanone